N'-[(4-hydroxyoxetan-4-yl)methyl]urea OC1(CCO1)CNC(N)=O